Cl.NC1=CC=C(C=C1)NC(=N)N 4-aminophenyl-guanidine hydrochloride